butyl (2-(benzyl(3-(4-bromothiazol-2-yl)-3-oxopropyl)amino)ethyl)carbamate C(C1=CC=CC=C1)N(CCNC(OCCCC)=O)CCC(=O)C=1SC=C(N1)Br